Silver(I) sulfide [S-2].[Ag+].[Ag+]